COC=1C=C(C=CC1OC)C=1NC2=CC=C(C=C2C1CC)C(=O)N(C)CCCN(C)C 2-(3,4-dimethoxyphenyl)-N-(3-(dimethylamino)propyl)-3-ethyl-N-methyl-1H-indole-5-carboxamide